4-(6-(4-benzylpiperazin-1-yl)pyridin-3-yl)-6-(3-cyclopropyl-1-methyl-1H-pyrazol-4-yl)pyrazolo[1,5-a]pyridine-3-carbonitrile C(C1=CC=CC=C1)N1CCN(CC1)C1=CC=C(C=N1)C=1C=2N(C=C(C1)C=1C(=NN(C1)C)C1CC1)N=CC2C#N